((3R,4R)-4-(((6-(2-(4-chlorophenyl)pyrrolidin-1-yl)-5-fluoropyrimidin-4-yl)amino)methyl)-3-hydroxypiperidin-1-yl)acetamide ClC1=CC=C(C=C1)C1N(CCC1)C1=C(C(=NC=N1)NC[C@@H]1[C@H](CN(CC1)CC(=O)N)O)F